6-(trans-cyclooctenyloxy)carbonyl-lysine C1(=CCCCCCC1)OC(=O)C(CCC[C@H](N)C(=O)O)N